Nα-1-(4,4-dimethyl-2,6-dioxocyclohex-1-ylidene)ethyl-Nε-Fmoc-L-lysine CC1(CC(C(C(C1)=O)=C(C)N[C@@H](CCCCNC(=O)OCC1C2=CC=CC=C2C2=CC=CC=C12)C(=O)O)=O)C